2-(2-hydroxyethoxy)-6-morpholinopyridin OCCOC1=NC(=CC=C1)N1CCOCC1